N[C@@H](C)C1=CC=C(C=C1)NC1=NC=NC2=CC(=C(C=C12)OCCCN(CCCC)CCCC)OC (S)-4-[4-(1-aminoethyl)phenylamino]-7-methoxy-6-(3-(dibutylamino)propoxy)quinazoline